(S)-2-(3-(2-(3-methoxyazetidin-1-yl)ethyl)-4-methyl-6-oxopyridazine-1(6H)-yl)-4-methylpentanoic acid COC1CN(C1)CCC1=NN(C(C=C1C)=O)[C@H](C(=O)O)CC(C)C